[4-fluoro-2-(2,2,2-trifluoroethoxy)phenyl]-1-methyl-7-[4-(2,2,2-trifluoroethoxy)phenyl]-2,3,6,7-tetrahydropyrrolo[3,4-e][1,4]diazepin-8(1H)-one FC1=CC(=C(C=C1)C1CN=CC2=C(N1C)C(N(C2)C2=CC=C(C=C2)OCC(F)(F)F)=O)OCC(F)(F)F